(1S,2S,3S)-N-(8-amino-7-fluoro-6-(4-methylpyridin-3-yl)isoquinolin-3-yl)-2-(1-(2-hydroxyethyl)-1H-pyrazol-4-yl)-3-methylcyclopropane-1-carboxamide NC=1C(=C(C=C2C=C(N=CC12)NC(=O)[C@@H]1[C@H]([C@@H]1C)C=1C=NN(C1)CCO)C=1C=NC=CC1C)F